triethoxyiodosilane C(C)O[Si](I)(OCC)OCC